C(N)(=O)C1=CC(=C(C=C1)NC(C1=C(C(=CC=C1OC1=C(C=C(C=C1)OC(F)(F)F)OC)C(F)(F)F)F)=O)F N-(4-carbamoyl-2-fluoro-phenyl)-2-fluoro-6-[2-methoxy-4-(trifluoromethoxy)phenoxy]-3-(trifluoromethyl)benzamide